4-(2-acryloyl-2,6-diazaspiro[3.4]octan-6-yl)-6-(5-methyl-1H-indazol-4-yl)-2-((5-morpholinopyridin-2-yl)methoxy)pyrimidine-5-carbonitrile C(C=C)(=O)N1CC2(C1)CN(CC2)C2=NC(=NC(=C2C#N)C2=C1C=NNC1=CC=C2C)OCC2=NC=C(C=C2)N2CCOCC2